ClC=1C=C2C(=CC1Cl)N(C(C21CNCC1)=O)CC1=CC=C(C=C1)OC 5,6-dichloro-1-[(4-methoxyphenyl)methyl]spiro[indole-3,3'-pyrrolidin]-2-one